[Mo](=S)=S.[Sn] tin molybdenum disulfide